FC=1C=CC(=NC1)NC(=O)C=1C=2C[C@@H]3[C@H](C2N(N1)C1=CC=NC=C1)C3 (1aR,5aR)-2-Pyridin-4-yl-1a,2,5,5a-tetrahydro-1H-2,3-diaza-cyclopropa[a]pentalene-4-carboxylic acid (5-fluoro-pyridin-2-yl)-amide